ClC=1C=CC2=C(CNCCO2)C1 7-Chloro-2,3,4,5-tetrahydro-1,4-benzoxazepine